C(C)(=O)OC(CCC=CCCC)CC dec-4-en-8-yl acetate